COC(C1=C(C=C(C=C1)C1=NOC(C1)(C(F)(F)F)C1=CC(=CC(=C1)Cl)Cl)C)=O 4-[5-(3,5-dichlorophenyl)-5-trifluoromethyl-4,5-dihydro-isoxazol-3-yl]-2-methyl-benzoic acid methyl ester